(S)-N-(4-bromo-3-(N-(2-(pyridin-2-yl)ethyl)sulfamoyl)phenyl)-2-(4,5-dichloro-6-oxopyridazin-1(6H)-yl)propanamide BrC1=C(C=C(C=C1)NC([C@H](C)N1N=CC(=C(C1=O)Cl)Cl)=O)S(NCCC1=NC=CC=C1)(=O)=O